3-Bromo-2-[2-(4,4-difluoroazepan-1-yl)-3-quinolinyl]-4-oxo-1H-1,6-naphthyridine-5-carbonitrile BrC1=C(NC=2C=CN=C(C2C1=O)C#N)C=1C(=NC2=CC=CC=C2C1)N1CCC(CCC1)(F)F